5-bromo-N4-(2-cyclopropylsulfonylphenyl)-N2-(1-methylindazol-5-yl)pyrimidine-2,4-diamine BrC=1C(=NC(=NC1)NC=1C=C2C=NN(C2=CC1)C)NC1=C(C=CC=C1)S(=O)(=O)C1CC1